C1C(CC2=CC=CC=C12)C(C(=O)N[C@@H]([C@@H](O)C1=CC2=C(OCCO2)C=C1F)CN1CCCC1)(F)F 2-(2,3-dihydro-1H-inden-2-yl)-2,2-difluoro-N-((1s,2r)-1-(7-fluoro-2,3-dihydrobenzo[b][1,4]dioxin-6-yl)-1-hydroxy-3-(pyrrolidin-1-yl)propan-2-yl)acetamide